BrC1=NN2C(C=3N([C@@H](C2)C(C)C)C=C(C(C3)=O)C(=O)OCC)=C1Cl (R)-ethyl 2-bromo-1-chloro-6-isopropyl-10-oxo-6,10-dihydro-5H-pyrazolo[1,5-a]pyrido[2,1-c]pyrazine-9-carboxylate